C(N)(OC1=C(C(=C(C=C1)C)Cl)CC=1C(=C2C(N(CC2=CC1)C1C(NC(CC1)=O)=O)=O)OC)=O (2-(2,6-dioxopiperidin-3-yl)-4-methoxy-3-oxoisoindolin-5-yl)methyl(3-chloro-4-methylphenyl) carbamate